N=C(CCCSCCC(=O)OCCCCCCCCCCCC)NNC(CCCCCCCCCCCCCCCCC)=O dodecyl 3-((4-imino-4-(2-stearoylhydrazineyl)butyl)thio)propanoate